BrC1=CN(C(C2=CC=CC=C12)P(OC)(OC)=O)C Dimethyl (4-bromo-2-methyl-1,2-dihydroisoquinolin-1-yl)phosphonate